(S)-2-amino-1-(3-(2-(dimethylamino)ethyl)-5-methoxy-1H-indol-1-yl)propan-1-one dihydrochloride Cl.Cl.N[C@H](C(=O)N1C=C(C2=CC(=CC=C12)OC)CCN(C)C)C